2-morpholinoethane-1-sulfonyl chloride O1CCN(CC1)CCS(=O)(=O)Cl